1-(2,4-dichlorobenzyl)-1H-1,2,3-triazole-4-carboxylic acid ClC1=C(CN2N=NC(=C2)C(=O)O)C=CC(=C1)Cl